3-(3,5-di-tert.butyl-4-hydroxyphenyl)propionic acid methylester COC(CCC1=CC(=C(C(=C1)C(C)(C)C)O)C(C)(C)C)=O